C(C)N(C(C1=C(C=CC(=C1)F)C=1C=2N(C=C(C1)C1CN(CC1)CC1(CCC(CC1)NS(=O)(=O)CC)F)C(=NC2)C)=O)C(C)C N-ethyl-5-fluoro-2-[3-methyl-6-(1-{[(1r,4r)-4-ethylsulfonamido-1-fluorocyclohexyl]methyl}pyrrolidin-3-yl)imidazo[1,5-a]pyridin-8-yl]-N-(isopropyl)benzamide